C(C)(=O)N(CCCC[C@H](N)C(=O)O)CCC Nε-acetyl-Nε-propyl-L-Lysine